3-amino-6-[3-(trifluoromethyl)pyridin-2-yl]pyrazine-2-carboxylic acid methyl ester COC(=O)C1=NC(=CN=C1N)C1=NC=CC=C1C(F)(F)F